NC1=C(N=C(N=N1)C1=C(C=CC=C1)O)N1CCN(CC1)C1=CC=CC(=N1)C(=O)O 6-(4-(6-amino-3-(2-hydroxyphenyl)-1,2,4-triazin-5-yl)piperazin-1-yl)picolinic acid